Formonitrile hydrochloride Cl.C#N